CCC(=O)O[C@@]1([C@H](C[C@@H]2[C@@]1(C[C@@H]([C@]3([C@H]2CCC4=CC(=O)C=C[C@@]43C)F)O)C)C)C(=O)CCl The molecule is the 17-O-propionate ester of clobetasol. A potent corticosteroid, it is used to treat various skin disorders, including exzema and psoriasis. It has a role as an anti-inflammatory drug. It is an 11beta-hydroxy steroid, a 20-oxo steroid, a glucocorticoid, a fluorinated steroid, a 3-oxo-Delta(1),Delta(4)-steroid and a chlorinated steroid. It derives from a clobetasol and a propionic acid.